O[C@@H]1CN(CC[C@@]1(O)COC1=C2CCC(NC2=CC=C1)=O)C(=O)C=1C=NN(C1)C 5-(((3r,4r)-3,4-dihydroxy-1-(1-methyl-1H-pyrazole-4-carbonyl)piperidin-4-yl)methoxy)-3,4-dihydroquinolin-2(1H)-one